1-(3-chloroquinolin-6-yl)ethanone tert-butyl-3-{4-[2-(methanesulfonyloxy)ethyl]piperazin-1-yl}azetidine-1-carboxylate C(C)(C)(C)OC(=O)N1CC(C1)N1CCN(CC1)CCOS(=O)(=O)C.ClC=1C=NC2=CC=C(C=C2C1)C(C)=O